N,N-DIMETHYL-4-(3-OXOPROPANOYL)BENZENE-1-SULFONAMIDE CN(S(=O)(=O)C1=CC=C(C=C1)C(CC=O)=O)C